BrC=1C=CC=2N(C1)C(=C(N2)N2N=C1C(C=NC=C1)=C2F)S(=O)(=O)CC 2-(6-bromo-3-ethylsulfonyl-imidazo[1,2-a]pyridin-2-yl)-3-fluoro-pyrazolo[4,5-c]pyridine